O[C@H]1CN(CCC1)C(=O)C1=CC=2OCCN(C2N=C1)C1=CC=2N(C=C1)C(N(N2)C)=O (R)-7-(7-(3-hydroxypiperidine-1-carbonyl)-2,3-dihydro-4H-pyrido[3,2-b][1,4]oxazin-4-yl)-2-methyl-[1,2,4]triazolo[4,3-a]pyridin-3(2H)-one